3-((3-(2-aminoethyl)-4-fluorophenyl)amino)-5-cyclopropyl-6-ethylpyrazine-2-carboxamide NCCC=1C=C(C=CC1F)NC=1C(=NC(=C(N1)C1CC1)CC)C(=O)N